C1(CCC1)N1CCN(CC1)C1=CC=C(C=C1)C=1C=C(C2=C(N(C(=N2)C2=CC=C(C=C2)S(=O)(=O)C)C)C1)C 6-(4-(4-cyclobutylpiperazin-1-yl)phenyl)-1,4-dimethyl-2-(4-(methylsulfonyl)phenyl)-1H-benzo[d]imidazole